N-methyl-N-(tetrahydro-2H-pyran-4-yl)propanamide CN(C(CC)=O)C1CCOCC1